(1S,4s)-4-(8-(2,4-dichloro-6-fluorophenylamino)-2-((R)-1-tosylpiperidin-3-ylamino)-9H-purin-9-yl)cyclohexanecarboxamide ClC1=C(C(=CC(=C1)Cl)F)NC=1N(C2=NC(=NC=C2N1)N[C@H]1CN(CCC1)S(=O)(=O)C1=CC=C(C)C=C1)C1CCC(CC1)C(=O)N